C(C)(C)(C)OC(=O)N1C[C@@H]2N(CCC1)S(OCC2)(=O)=O (R)-hexahydro-[1,2,3]oxathiazino[3,4-a][1,4]diazepine-6(7H)-carboxylic acid tert-butyl ester 1,1-dioxide